4-fluoro-2,3-dihydro-1H-inden-1-amine FC1=C2CCC(C2=CC=C1)N